NC1CN(CCCC1)C1=C2C(=NC=C1)N(C(=N2)C2=CC(=C(C#N)C=C2)F)C2=C(C=C(C=C2)N2CC1C(C2)COC1)F 4-(7-(3-aminoazepane-1-yl)-3-(2-fluoro-4-(tetrahydro-1H-furo[3,4-c]pyrrole-5(3H)-yl)phenyl)-3H-imidazo[4,5-b]pyridine-2-yl)-2-fluorobenzonitrile